CN(S(=O)(=O)C)C=1SC=C(N1)C(=O)NCC1=NNC(=C1)C1=CC=CC=C1 2-(N,S-dimethylsulfonamido)-N-((5-phenyl-1H-pyrazol-3-yl)methyl)thiazole-4-carboxamide